BrC(C)C=1C(=CC(=NC1)Cl)Cl 5-(1-bromoethyl)-2,4-dichloropyridine